4-[5-(trifluoromethyl)pyrimidin-2-yl]aniline FC(C=1C=NC(=NC1)C1=CC=C(N)C=C1)(F)F